indane-1-carboxylic acid C1(CCC2=CC=CC=C12)C(=O)O